tert-butyl N-[5-[chloro-(difluoro)methyl]-5-(3,5-dichlorophenyl)-4H-isoxazol-3-yl]carbamate ClC(C1(CC(=NO1)NC(OC(C)(C)C)=O)C1=CC(=CC(=C1)Cl)Cl)(F)F